CC1(OCCC1C=1C=C(C(=C(C1)[C@@H](C(=O)O)N1C[C@@H](CC1)N(CCCCCC1=NC=2NCCCC2C=C1)C)OC)F)C (2S)-2-(5-(2,2-dimethyltetrahydrofuran-3-yl)-3-fluoro-2-methoxyphenyl)-2-((R)-3-(methyl(5-(5,6,7,8-tetrahydro-1,8-naphthyridin-2-yl)pentyl)amino)pyrrolidin-1-yl)acetic acid